ClC=1SC2=C(N1)C=CC(=C2C(=O)NC2=C(C(=O)OC)C(=CC(=C2)F)F)OC Methyl 2-(2-chloro-6-methoxybenzo[d]thiazole-7-carboxamido)-4,6-difluorobenzoate